C1(CC1)OC1=CC(=CC(=N1)N1CCN(CC1)S(=O)(=O)C1=CC=C(C=C1)C1=C(C(=O)N)C=CC=C1)C(F)(F)F [4-[4-[6-(cyclopropoxy)-4-(trifluoromethyl)-2-pyridyl]piperazin-1-yl]sulfonylphenyl]benzamide